ClC=1C=C2C3=C(N(C2=C(C1)C1=CC(=NC=C1)N1CCN(CC1)C)CC)C(=NC=C3)C 6-Chloro-9-ethyl-1-methyl-8-[2-(4-methyl-piperazin-1-yl)-pyridin-4-yl]-9H-pyrido[3,4-b]indole